6-bromo-N,N-dimethylnaphthalen-2-amine BrC=1C=C2C=CC(=CC2=CC1)N(C)C